6-((2S,5R)-4-(bis(4-fluorophenyl)methyl)-2,5-dimethylpiperazin-1-yl)-2-chloro-9-methyl-9H-purine FC1=CC=C(C=C1)C(N1C[C@@H](N(C[C@H]1C)C1=C2N=CN(C2=NC(=N1)Cl)C)C)C1=CC=C(C=C1)F